[6-bromo-1-[2-[tert-butyl(dimethyl)silyl]oxyethyl]indol-3-yl]-(6-chlorochroman-3-yl)methanone BrC1=CC=C2C(=CN(C2=C1)CCO[Si](C)(C)C(C)(C)C)C(=O)C1COC2=CC=C(C=C2C1)Cl